pentaerythritol di(methyl)acrylate CC(=CC(=O)OCC(CO)(CO)CO)C